C(C=C)N1N(C2=NC(=NC=C2C1=O)NC1=CC(=C(C=C1)N1CCN(CC1)C)C)C=1C=C2[C@](CCC2=CC1)(C)O |r| rac-2-allyl-1-(3-hydroxy-3-methyl-2,3-dihydro-1H-inden-5-yl)-6-((3-methyl-4-(4-methylpiperazin-1-yl)phenyl)amino)-1,2-dihydro-3H-pyrazolo[3,4-d]Pyrimidin-3-one